C(C1=CC=CC=C1)C=1OC=C(N1)C(CN1C(C=CC(=C1)C#C)=O)=O 1-(2-(2-benzyloxazol-4-yl)-2-oxoethyl)-5-ethynylpyridin-2(1H)-one